methyl 4-isocyanobenzoate [N+](#[C-])C1=CC=C(C(=O)OC)C=C1